1-((1S,4S)-4-(cyclobutylamino)cyclohexyl)-5-(8-methoxy-[1,2,4]triazolo[1,5-a]pyridin-6-yl)-6-methyl-1,3-dihydro-2H-benzo[d]imidazol-2-one C1(CCC1)NC1CCC(CC1)N1C(NC2=C1C=C(C(=C2)C=2C=C(C=1N(C2)N=CN1)OC)C)=O